FC=1C=NN(C1)C1=CC=C(C=N1)[C@H](C)NC(=O)C1(CCC(CC1)C1=NC(=NC(=C1)C)NC1=NNC(=C1)C)OC (1S,4R)-N-((S)-1-(6-(4-fluoro-1H-pyrazol-1-yl)pyridin-3-yl)ethyl)-1-methoxy-4-(6-methyl-2-((5-methyl-1H-pyrazol-3-yl)amino)pyrimidin-4-yl)cyclohexane-1-carboxamide